1-(2-Hydroxy-4-methoxyphenyl)-3-(3-hydroxy-4-methoxyphenyl)prop-2-en-1-one OC1=C(C=CC(=C1)OC)C(C=CC1=CC(=C(C=C1)OC)O)=O